1-(3H-imidazo[4,5-b]pyridin-6-yl)piperidin N1=CNC2=NC=C(C=C21)N2CCCCC2